6-isothiocyanato-7-methyl-1H-indole N(=C=S)C1=CC=C2C=CNC2=C1C